C1(CCC1)N1C[C@@H](CCC1)NC(CN1N=C(N2C(C1=O)=CC1=C2SC=C1)C(C)O)=O N-((R)-1-cyclobutylpiperidin-3-yl)-2-(8-(1-hydroxyethyl)-5-oxothieno[3',2':4,5]pyrrolo[1,2-d][1,2,4]triazin-6(5H)-yl)acetamide